C(C1=CC=CC=C1)(=O)ON1C(=NC(=C1C1=CC=CC=C1)C1=CC=CC=C1)C1=C(C=C(C=C1)Cl)Cl 2-(2,4-dichlorophenyl)-4,5-diphenyl-1H-imidazole-1-yl benzoate